4-azido-3,3-difluoropiperidine hydrochloride Cl.N(=[N+]=[N-])C1C(CNCC1)(F)F